(2-(benzyloxy)-4,6-dihydroxy-3-methylphenyl)methanone C(C1=CC=CC=C1)OC1=C(C(=CC(=C1C)O)O)C=O